4-(2-hydroxy-2-methylpropoxy)-2-nitrophenol OC(COC1=CC(=C(C=C1)O)[N+](=O)[O-])(C)C